[Ca].C(C=1C(O)=CC=CC1)(=O)O salicylic acid calcium